C(C)SC1=NC=C(C=N1)C1=CC(=CC=C1)[N+](=O)[O-] 2-(Ethylthio)-5-(3-nitrophenyl)pyrimidine